(9H-fluoren-9-yl) (S)-5-oxo-4-(pyridin-3-ylmethyl)oxazolidin-3-carboxylate O=C1[C@@H](N(CO1)C(=O)OC1C2=CC=CC=C2C=2C=CC=CC12)CC=1C=NC=CC1